2-amino-6-bromoquinazolin-4(1H)-one NC=1NC2=CC=C(C=C2C(N1)=O)Br